OC1=C(C(N(C2=NC=CC=C12)CCN1C[C@H](OCC1)C)=O)C(=O)NC1CCC(CC1)C 4-hydroxy-N-((1s,4S)-4-methylcyclohexyl)-1-(2-((R)-2-methylmorpholino)ethyl)-2-oxo-1,2-dihydro-1,8-naphthyridine-3-carboxamide